4-((4-(Cyclopentylmethoxy)pyridin-3-yl)amino)-N-(4-(4-methylpiperazin-1-yl)phenyl)-2-oxo-1,2-dihydropyridine-3-carboxamide C1(CCCC1)COC1=C(C=NC=C1)NC1=C(C(NC=C1)=O)C(=O)NC1=CC=C(C=C1)N1CCN(CC1)C